ClC=1C2=C(SC1C(=O)O)C(=C(S2)F)F 3-chloro-5,6-difluorothieno[3,2-b]thiophene-2-carboxylic acid